C1(CCC1)C1=CC=C(C=C1)C1=CC(=CC=C1)C1=NN(C(=C1CC1=CC(=C(C=C1)S(N)(=O)=O)F)CC1CC1)C=1SC=C(N1)C(=O)O 2-(3-(4'-cyclobutyl-[1,1'-biphenyl]-3-yl)-5-(cyclopropylmethyl)-4-(3-fluoro-4-sulfamoylbenzyl)-1H-pyrazol-1-yl)thiazole-4-carboxylic acid